C1(CCCC2=CC=CC=C12)=O 3,4-dihydronaphthalene-1(2H)-one